OCC1CSC=2N1C(C=C(C2C2=CC(=CC=C2)C(F)(F)F)CC2=CC=CC1=CC=CC=C21)=O 3-(hydroxymethyl)-7-(naphthalen-1-ylmethyl)-8-(3-(trifluoromethyl)phenyl)-2,3-dihydro-5H-thiazolo[3,2-a]pyridin-5-one